C(C=C)OC1=CC=C(C(=C1C1CC2=NN=C(N2C1)C1CCNCC1)Cl)Cl 6-(6-(allyloxy)-2,3-dichlorophenyl)-3-(piperidin-4-yl)-6,7-dihydro-5H-pyrrolo[2,1-c][1,2,4]triazole